C1(CC1)NS(=O)(=O)C=1C=NC(=NC1)N1CCC(CC1)N1C2=C(N(C(C1=O)=O)C)C=C(C=N2)F N-cyclopropyl-2-(4-(7-fluoro-1-methyl-2,3-dioxo-2,3-dihydropyrido[2,3-b]pyrazin-4(1H)-yl)piperidin-1-yl)pyrimidine-5-sulfonamide